10-(2-chlorobenzoyl)-6,8,9-trifluoro-1,2,3,4-tetrahydropyrido[4',3':4,5]pyrrolo[1,2-a]pyrimidine ClC1=C(C(=O)C=2C3=C(N4C2NCCC4)C(=NC(=C3F)F)F)C=CC=C1